C1(=CC=CC=C1)[B-](C1=CC=CC=C1)(C1=CC=CC=C1)C1=CC=CC=C1.C(C)(=O)C1=C(C=C(C=C1)SC1=CC=C(C=C1)[S+](C1=CC=C(C=C1)SC1=CC(=C(C=C1)C(C)=O)C)C1=CC=C(C=C1)SC1=CC(=C(C=C1)C(C)=O)C)C tris[4-(4-acetyl-3-methylphenylthio)phenyl]sulfonium tetraphenylborate